5-(pyridin-3-yl)-5H-pyrido[3'',4'':4',5']pyrrolo[3',2':4,5]imidazo[1,2-a]pyrazine N1=CC(=CC=C1)N1C2=C(C=3N=C4N(C=CN=C4)C31)C=NC=C2